Cl.ClC1=C(C=CC(=C1)Cl)C=1CCCC2=C(C1C1=CC=C(C=C1)C(C)(C1CN(C1)CCCF)F)C=CC(=C2)C(=O)O 8-(2,4-dichlorophenyl)-9-(4-(1-fluoro-1-(1-(3-fluoropropyl)azetidin-3-yl)ethyl)phenyl)-6,7-dihydro-5H-benzo[7]annulene-3-carboxylic acid hydrochloride